tert-butyl N-(5-acetyl-4-bromo-1,3-thiazol-2-yl)carbamate C(C)(=O)C1=C(N=C(S1)NC(OC(C)(C)C)=O)Br